C(C)(C)C1=NN=C2N1N=C(C=C2NC2=NC=NC=C2OC)NC(CC)CC 3-isopropyl-N8-(5-methoxypyrimidin-4-yl)-N6-(pentan-3-yl)-[1,2,4]triazolo[4,3-b]pyridazine-6,8-diamine